FC=1C=CC(=C(C1)C1CCN(CC1)[C@@H]1COC2(CN(C2)C=2OC=NN2)C1)OCC1CCOCC1 (S)-7-(4-(5-fluoro-2-((tetrahydro-2H-pyran-4-yl)methoxy)phenyl)piperidin-1-yl)-2-(1,3,4-oxadiazol-2-yl)-5-oxa-2-azaspiro[3.4]octane